C(C)(C)(C)C1=CC=C(NC2CCC(CC2)CNC)C=C1 4-(tert-butyl)-N-(4-((methylamino)methyl)cyclohexyl)aniline